Francium benzoate C(C1=CC=CC=C1)(=O)[O-].[Fr+]